7-methoxy-2-oxo-2H-[1,3]oxazino[5,4-c]quinoline COC1=CC=CC=2C=3C(C=NC12)=COC(N3)=O